C12(CC3(CC(CC(C1)C3)C2)O)O tricyclo[3.3.1.13,7]decane-1,3-diol